FC(S(=O)(=O)OC1=CC2=C(C(=C(CCC2)C2=C(C(=CC=C2)F)Cl)C2=CC=C(C=C2)O[C@@H]2CN(CC2)CCCF)C=C1)(F)F (S)-8-(2-chloro-3-fluorophenyl)-9-(4-((1-(3-fluoropropyl) pyrrolidin-3-yl) oxy) phenyl)-6,7-dihydro-5H-benzo[7]annulen-3-yl trifluoromethanesulfonate